NC1=C(SC2=NC(=C(C=C21)F)C)C(=O)NC2CC=1C(=CC(=NC1CC2)N2CC(C(C2)OCC(C)OC)N)F 3-amino-N-{2-[3-amino-4-(2-methoxypropoxy)pyrrolidin-1-yl]-4-fluoro-5,6,7,8-tetrahydroquinolin-6-yl}-5-fluoro-6-methylthieno[2,3-b]pyridine-2-carboxamide